3-((1s,3s)-3-(5-chloro-1H-indazol-6-yl)cyclobutyl)-5-methylisoxazole ClC=1C=C2C=NNC2=CC1C1CC(C1)C1=NOC(=C1)C